(3-fluoro-4-(4-((1-oxidobenzo[d]thiazol-5-yl)amino)quinolin-6-yl)phenyl)(morpholino)methanone FC=1C=C(C=CC1C=1C=C2C(=CC=NC2=CC1)NC=1C=CC2=C(N=CS2=O)C1)C(=O)N1CCOCC1